Cl.Cl.CN1N=C(C(=C1)C=1C(=NC(=CC1)C(=O)N)C=1C=NC=CC1)C1=NC=C(C=C1)N1CCOCC1 (1-methyl-3-(5-morpholinylpyridin-2-yl)-1H-pyrazol-4-yl)-[2,3'-bipyridine]-6-carboxamide dihydrochloride